FC=1C=C(C=CC1)C1OP(OCC1)(OC1=C(C(=CC(=C1)CCCCC)O)C1C(CCC(=C1)C)C(=C)C)=O 4-(3-fluorophenyl)-2-((6-hydroxy-5'-methyl-4-pentyl-2'-(prop-1-en-2-yl)-1',2',3',4'-tetrahydro-[1,1'-biphenyl]-2-yl)oxy)-1,3,2-dioxaphosphinane 2-oxide